(3S,6S,9R,10aR)-6-((tert-butoxycarbonyl)amino)-5-oxo-9-propyldecahydropyrrolo[1,2-a]azocine-3-carboxylic acid C(C)(C)(C)OC(=O)N[C@H]1CC[C@H](C[C@@H]2N(C1=O)[C@@H](CC2)C(=O)O)CCC